ClC1=CC=C2C(=CNC2=C1)S(=O)(=O)NC1=NOC(=C1CC)C 6-chloro-N-(4-ethyl-5-methylisoxazol-3-yl)-1H-indole-3-sulfonamide